6-(3-Methyl-3,8-diazabicyclo[3.2.1]octan-8-yl)-2-(3-((R)-1,1,2-trifluoro-1-(4-methyl-4H-1,2,4-triazol-3-yl)propan-2-yl)phenyl)-4-(trifluoromethyl)isoindolin-1-one CN1CC2CCC(C1)N2C2=CC(=C1CN(C(C1=C2)=O)C2=CC(=CC=C2)[C@@](C(C2=NN=CN2C)(F)F)(C)F)C(F)(F)F